2-(2-(2-acetamidoethoxy)ethyl)-2-amino-6-boronohexanoic acid C(C)(=O)NCCOCCC(C(=O)O)(CCCCB(O)O)N